C1(CC1)CN1C(=CC=2C1=NC(=CC2)C2=C1C=NNC1=CC=C2)C2=NN1C(C=CC(=C1)C(=O)N1C[C@@H](C[C@H](C1)F)N)=C2C (3r,5r)-1-{2-[1-(cyclopropylmethyl)-6-(1H-indazol-4-yl)-1H-pyrrolo[2,3-b]pyridin-2-yl]-3-methylpyrazolo[1,5-a]pyridine-6-carbonyl}-5-fluoropiperidin-3-amine